N-(6-(4-acetylpiperazin-1-yl)pyridin-3-yl)-5-cyano-2-(methylsulfonyl)benzamide C(C)(=O)N1CCN(CC1)C1=CC=C(C=N1)NC(C1=C(C=CC(=C1)C#N)S(=O)(=O)C)=O